N-(1-butylpiperidin-4-yl)-5-fluoro-N-(4-fluorobenzyl)-1H-indazole-3-carboxamide C(CCC)N1CCC(CC1)N(C(=O)C1=NNC2=CC=C(C=C12)F)CC1=CC=C(C=C1)F